C(#N)C1=CC=C(C=C1)/C=C/C(=O)C1=CC=C(OCCCC(=O)O)C=C1 4-[4-[(E)-3-(4-Cyanophenyl)prop-2-enoyl]phenoxy]butanoic acid